(4aR,8aS)-6-[3-[3-(3,3-difluoroazetidin-1-yl)-4-(trifluoromethyl)phenoxy]azetidine-1-carbonyl]-4,4a,5,7,8,8a-hexahydropyrido[4,3-b][1,4]oxazin-3-one FC1(CN(C1)C=1C=C(OC2CN(C2)C(=O)N2C[C@@H]3[C@@H](OCC(N3)=O)CC2)C=CC1C(F)(F)F)F